C1CCC2C3CCC(C12)C3 3A,4,5,6,7,7A-hexahydro-4,7-methano-2H-inden